NC1=CC(=NN1)[C@@H]1C[C@@H](CC1)OC(=O)NN(C)CC 1-{[(1R,3S)-3-(5-amino-1H-pyrazol-3-yl)cyclopentyl]oxy}-N'-ethyl-N'-methylformohydrazide